N-ethyl-N'-(5-methoxy-2-methyl-4-(3-((4-(methylthio)benzyl)oxy)oxetan-3-yl)phenyl)-N-methylformimidamide C(C)N(C=NC1=C(C=C(C(=C1)OC)C1(COC1)OCC1=CC=C(C=C1)SC)C)C